FC1=CC=C2C(=C(C=NC2=C1C1=C(C(=CC(=C1)F)F)F)N)N(C)C 7-fluoro-N4,N4-dimethyl-8-(2,3,5-trifluorophenyl)quinoline-3,4-diamine